N1N=CC2=CC(=CC=C12)C1CCC(CC1)OC[C@@H]1CN(CC[C@@H]1NS(=O)(=O)C)C(=O)C1(CCC1)F N-((3R,4S)-3-((((1s,4R)-4-(1H-indazol-5-yl)cyclohexyl)oxy)methyl)-1-(1-fluorocyclobutane-1-carbonyl)piperidin-4-yl)methanesulfonamide